tert-butyl (2S)-4-[(3-bromo-6-methoxy-pyrazin-2-yl)methyl]-4-hydroxy-2-methyl-pyrrolidine-1-carboxylate BrC=1C(=NC(=CN1)OC)CC1(C[C@@H](N(C1)C(=O)OC(C)(C)C)C)O